N-(4-(1-(N-(DIMETHYLCARBAMOYL)SULFAMOYL)PIPERIDIN-4-YL)PHENYL)-5-FLUOROISOINDOLINE-2-CARBOXAMIDE CN(C(=O)NS(=O)(=O)N1CCC(CC1)C1=CC=C(C=C1)NC(=O)N1CC2=CC=C(C=C2C1)F)C